N-phenyl-maleamide potassium salt [K+].C1(=CC=CC=C1)NC(\C=C/C(=O)[NH-])=O